F[C@@H]1[C@@H]([C@@H](N(C1)C(C(C)C)=O)CC=1C(=C(C=CC1)C1=C(C=CC(=C1)F)F)F)NS(=O)(=O)C N-{(2S,3R,4S)-4-fluoro-1-(2-methyl-propanoyl)-2-[(2,2',5'-trifluoro[1,1'-biphenyl]-3-yl)methyl]pyrrolidin-3-yl}-methanesulfonamide